N1C(COCC1)CN(CC[C@@H](C(=O)O)NC1=NC=NC2=CC=CC=C12)CCCCC1=NC=2NCCCC2C=C1 (2S)-4-((morpholin-3-ylmethyl)(4-(5,6,7,8-tetrahydro-1,8-naphthyridin-2-yl)butyl)amino)-2-(quinazolin-4-ylamino)butanoic acid